tert-butyl 4-[2-[3-(4-amino-1-isopropyl-pyrazolo[3,4-d]pyrimidin-3-yl)-5-cyclopropyl-isoxazol-4-yl]pyrimidin-5-yl]piperidine-1-carboxylate NC1=C2C(=NC=N1)N(N=C2C2=NOC(=C2C2=NC=C(C=N2)C2CCN(CC2)C(=O)OC(C)(C)C)C2CC2)C(C)C